(S)-2,2-difluoro-N-(4-fluoro-3-(trifluoromethyl)phenyl)-6-(5-(5-(1-hydroxyethyl)isoxazol-3-yl)-2-methoxybenzamido)benzo[d][1,3]dioxole-5-carboxamide FC1(OC2=C(O1)C=C(C(=C2)C(=O)NC2=CC(=C(C=C2)F)C(F)(F)F)NC(C2=C(C=CC(=C2)C2=NOC(=C2)[C@H](C)O)OC)=O)F